(S)-1-cyano-N-(4-(6-cyano-5-methoxypyridin-2-yl)thiazol-2-yl)-N-methylpyrrolidine-2-carboxamide C(#N)N1[C@@H](CCC1)C(=O)N(C)C=1SC=C(N1)C1=NC(=C(C=C1)OC)C#N